(S)-N-t-butoxycarbonyl-3-(2-methoxy-3-fluorophenyl)piperidin-3-ol C(C)(C)(C)OC(=O)N1C[C@@](CCC1)(O)C1=C(C(=CC=C1)F)OC